N-((R)-1-(3-(difluoromethyl)-2-fluorophenyl)ethyl)-1-((R)-2,2-dimethylcyclopropyl)-4-(((1R,5s,6s)-3-methyl-3-azabicyclo[3.1.0]hex-6-yl)amino)-6-oxo-1,6-dihydropyridine-3-carboxamide FC(C=1C(=C(C=CC1)[C@@H](C)NC(=O)C1=CN(C(C=C1NC1[C@@H]2CN(C[C@H]12)C)=O)[C@H]1C(C1)(C)C)F)F